2-isopropyl-N-(4-(methylsulfonyl)but-3-en-2-yl)-4-phenoxypyrimidine-5-carboxamide C(C)(C)C1=NC=C(C(=N1)OC1=CC=CC=C1)C(=O)NC(C)C=CS(=O)(=O)C